4-[[3-(3-fluoro-4-methoxyphenyl)imidazo[1,2-a]pyrazin-8-yl]amino]-N-[2-[2-(4-formylpiperazin-1-yl)ethoxy]ethyl]-N,2-dimethyl-benzamide FC=1C=C(C=CC1OC)C1=CN=C2N1C=CN=C2NC2=CC(=C(C(=O)N(C)CCOCCN1CCN(CC1)C=O)C=C2)C